N-((3S,4S)-3-((6-(2,6-dichloro-3,5-di-methoxyphenyl)-8-((4-(pyrrolidin-1-yl)butyl)amino)pyrido[3,4-d]pyrimidin-2-yl)amino)tetrahydro-2H-pyran-4-yl)acrylamide ClC1=C(C(=C(C=C1OC)OC)Cl)C1=CC2=C(N=C(N=C2)N[C@@H]2COCC[C@@H]2NC(C=C)=O)C(=N1)NCCCCN1CCCC1